ClC1=NC(=C2C=CC=NC2=C1)NC1CC2(CN(C2)C(=O)OC(C)(C)C)C1 tert-butyl 6-((7-chloro-1,6-naphthyridin-5-yl) amino)-2-azaspiro[3.3]heptane-2-carboxylate